(4R)-2-cyano-4-(3,5-difluorophenyl)pyrrolidine-1-carboxylic acid tert-butyl ester C(C)(C)(C)OC(=O)N1C(C[C@@H](C1)C1=CC(=CC(=C1)F)F)C#N